N-[[4-[(3S)-3-hydroxypyrrolidin-1-yl]-1-[4-(trifluoromethoxy)phenyl]pyrazolo[3,4-b]pyridin-3-yl]methyl]prop-2-enamide O[C@@H]1CN(CC1)C1=C2C(=NC=C1)N(N=C2CNC(C=C)=O)C2=CC=C(C=C2)OC(F)(F)F